3-(4-(N-benzoylsulfamoyl)-3-chlorobenzamido)-N-(2-methoxyphenethyl)thiophene-2-carboxamide C(C1=CC=CC=C1)(=O)NS(=O)(=O)C1=C(C=C(C(=O)NC2=C(SC=C2)C(=O)NCCC2=C(C=CC=C2)OC)C=C1)Cl